3-(1-(8-amino-1-methylimidazo[1,5-a]pyrazin-3-yl)ethyl)-5-chloro-6-fluoro-2-isopropoxy-N-(2-(4-methylpiperazin-1-yl)ethyl)benzamide NC=1C=2N(C=CN1)C(=NC2C)C(C)C=2C(=C(C(=O)NCCN1CCN(CC1)C)C(=C(C2)Cl)F)OC(C)C